tri-ethylenetetraamine NCCNCCNCCN